1-(5-(2,3-dihydro-benzo[b][1,4]dioxin-6-yl)-1,2,4-oxadiazol-3-yl)-2,3-dihydroindole-5-carbaldehyde O1C2=C(OCC1)C=C(C=C2)C2=NC(=NO2)N2CCC1=CC(=CC=C21)C=O